COC=1C=C(C=CC1C(F)(F)F)C(=O)N1CC2(C1)C=C(C(C(C2)(C)C)=O)C#N 2-[3-methoxy-4-(trifluoromethyl)benzene-1-carbonyl]-8,8-dimethyl-7-oxo-2-azaspiro[3.5]non-5-ene-6-carbonitrile